N-(6-(1-(2-chloroethyl)-7-hydroxy-1H-pyrrolo[2,3-c]pyridin-3-yl)-1-(2,4-difluorobenzyl)-1H-indol-4-yl)ethanesulfonamide ClCCN1C=C(C=2C1=C(N=CC2)O)C2=CC(=C1C=CN(C1=C2)CC2=C(C=C(C=C2)F)F)NS(=O)(=O)CC